(R)-N-((R)-8-(5-((5-chloro-6-hydroxypyridazin-4-yl)thio)pyrazin-2-yl)-8-azaspiro[4.5]decan-1-yl)-2-methylpropan-2-sulfinamide ClC=1C(=CN=NC1O)SC=1N=CC(=NC1)N1CCC2(CCC[C@H]2N[S@](=O)C(C)(C)C)CC1